C(C(C)(C)C)(=O)OCO[C@@H]1[C@H](O[C@@]([C@@H]1O)(C#N)C1=CC=C2C(=NC=NN21)NC(CCC)=O)COC(C(C)(C)C2CCCCC2)=O (((2R,3S,4R,5R)-5-(4-butyramidopyrrolo[2,1-f][1,2,4]triazin-7-yl)-5-cyano-2-(((2-cyclohexyl-2-methylpropanoyl)oxy)methyl)-4-hydroxytetrahydrofuran-3-yl)oxy)methyl pivalate